COC1=NC=CC(=C1)C=1C=CC2=C(CCO2)C1NC(=O)N=[S@](=O)(N)C=1C=NN2C1O[C@H](C2)C (R,2S)-N'-((5-(2-methoxypyridin-4-yl)-2,3-dihydrobenzofuran-4-yl)carbamoyl)-2-methyl-2,3-dihydropyrazolo[5,1-b]oxazole-7-sulfonimidamide